2-[(1S)-1-cyclohexylethoxy]-5-fluoro-N-(4-methylpyrimidin-5-yl)-4-(3-oxo-5,6,7,8-tetrahydro[1,2,4]triazolo[4,3-a]pyridin-2(3H)-yl)benzamide C1(CCCCC1)[C@H](C)OC1=C(C(=O)NC=2C(=NC=NC2)C)C=C(C(=C1)N1N=C2N(CCCC2)C1=O)F